tert-butyl (S)-(1'-(6-bromopyridin-3-yl)-1,3-dihydrospiro[indene-2,4'-piperidin]-1-yl)carbamate BrC1=CC=C(C=N1)N1CCC2(CC1)[C@@H](C1=CC=CC=C1C2)NC(OC(C)(C)C)=O